2-{[4-({2-[(2-cyano-4-fluorophenoxy)methyl]pyrimidin-4-yl}oxy)piperidin-1-yl]methyl}-4-methyl-1-{[(2S)-oxetan-2-yl]methyl}-1H-1,3-benzodiazole-6-carboxylic acid C(#N)C1=C(OCC2=NC=CC(=N2)OC2CCN(CC2)CC2=NC3=C(N2C[C@H]2OCC2)C=C(C=C3C)C(=O)O)C=CC(=C1)F